O=C1NC(CCC1C=1C=CC(=NC1)N1CC(C1)C(=O)O)=O 1-(5-(2,6-dioxopiperidin-3-yl)pyridin-2-yl)azetidine-3-carboxylic acid